COC=1C=C(C=NC1)C=1C=NN(C1)C=1C=C(C(=O)NC2=NC=CC(=C2)C(F)(F)F)C=CC1C 3-[4-(5-methoxypyridin-3-yl)-1H-pyrazol-1-yl]-4-methyl-N-[4-(trifluoromethyl)pyridin-2-yl]benzamide